C(C=C)(=O)OCCOC(=O)C1=CC=2C(=NN(N2)C2=C(C(=CC(=C2)OC)C(C)(C)C)O)C=C1 2-(3-tert-butyl-2-hydroxy-5-methoxyphenyl)-2H-benzotriazole-5-carboxylic acid 2-acryloyloxyethyl ester